FC1=C(C=CC(=C1)N1N=CC=C1)NC1=NC=C2C=CC(=NC2=C1)C(=O)C1CCNCC1 N-[2-fluoro-4-(pyrazol-1-yl)phenyl]-2-(piperidine-4-carbonyl)-1,6-naphthyridin-7-amine